C1(CC1)C=1C=NC=2N(C1)N=C(C2)C(=O)OCCCC butyl 6-cyclopropylpyrazolo[1,5-a]pyrimidine-2-carboxylate